(3S)-1'-[5-(cyclopentylsulfanyl)pyrazin-2-yl]-1,3-dihydrospiro[indene-2,4'-piperidin]-3-amine C1(CCCC1)SC=1N=CC(=NC1)N1CCC2(CC1)CC1=CC=CC=C1[C@H]2N